6-chloroimidazo[1,2-a]pyridin ClC=1C=CC=2N(C1)C=CN2